C(CCC)C1N(S(C2=C(N(C1)C1=CC=CC=C1)C=C(C(=C2)OC[C@@](C(=O)O)(C)OC)SC)(=O)=O)C (R)-3-((3-butyl-2-methyl-7-(methylthio)-1,1-dioxido-5-phenyl-2,3,4,5-tetrahydro-1,2,5-benzothiadiazepin-8-yl)oxy)-2-methoxy-2-methylpropanoic acid